C1(=CC=CC=C1)C1CC2(OCCO2)CC(P1C1=C(C=CC=C1C1=C(C=C(C=C1C(C)C)C1=C(C=CC=C1)OC)C(C)C)C1=C(C=C(C=C1C(C)C)C1=C(C=CC=C1)OC)C(C)C)C1=CC=CC=C1 1,4-dioxa-7,9-diphenyl-8-{2,6-bis[2,6-diisopropyl-4-(2-methoxyphenyl)phenyl]phenyl}-8-phosphaspiro[4.5]decane